Cl.CC(CCC(C)C)N 1,4-dimethyl-pentylamine hydrochloride